(S)-4-(2-(4-(2-acetyl-5-chlorophenyl)-3-methoxy-6-oxopyridazin-1(6H)-yl)-N-methyl-3-phenylpropionamido)benzoic acid C(C)(=O)C1=C(C=C(C=C1)Cl)C=1C(=NN(C(C1)=O)[C@H](C(=O)N(C)C1=CC=C(C(=O)O)C=C1)CC1=CC=CC=C1)OC